C(C)(=O)NC(C(=O)O)C1(CCN(CC1)C(NCCCC1=NC=2NCCCC2C=C1)=O)O 2-acetamido-2-(4-hydroxy-1-((3-(5,6,7,8-tetrahydro-1,8-naphthyridin-2-yl)propyl)carbamoyl)piperidin-4-yl)acetic acid